4-[3-[(4-methoxyphenyl)methyl]-2,4-dioxohexahydropyrimidin-1-yl]benzaldehyde COC1=CC=C(C=C1)CN1C(N(CCC1=O)C1=CC=C(C=O)C=C1)=O